N-(N-(tert-Butoxycarbonyl)-N-methyl-L-leucyl)-N-(chroman-3-ylmethyl)glycine C(C)(C)(C)OC(=O)N([C@@H](CC(C)C)C(=O)N(CC(=O)O)CC1COC2=CC=CC=C2C1)C